ClC1=C(C(=O)O)C=C(C=C1)N1C(C2CCCCC2C1=O)=O 2-Chloro-5-(1,3-dioxo-octahydro-2H-isoindol-2-yl)benzoic acid